methyl 3-chloro-2-(2-(1,3-dimethyl-1H-pyrazol-4-yl)phenyl)imidazo[1,2-a]pyridine-7-carboxylate ClC1=C(N=C2N1C=CC(=C2)C(=O)OC)C2=C(C=CC=C2)C=2C(=NN(C2)C)C